dinaphtho[2,1,8-cde:1',2',3',4'-ghi]perylene C1=C2C(=CC=C1)C=1C3=C4C5=C(C=CC=6C=7C=CC=C8C=CC2=C(C1C56)C87)C=CC4=CC=C3